methyl 2-(2-(3-(4-acetamidophenyl)-8-oxoimidazo[1,5-a]pyrazin-7(8H)-yl)acrylamido)acrylate C(C)(=O)NC1=CC=C(C=C1)C1=NC=C2N1C=CN(C2=O)C(C(=O)NC(C(=O)OC)=C)=C